creatine-hydrate O.O=C(O)CN(C)C(N)=N